6-hydroxy-1,1-dioxo-1,2-benzothiazol-3-one OC1=CC2=C(C(NS2(=O)=O)=O)C=C1